N-[(6-Amino-2-pyridyl)sulfonyl]-6-(3,5-difluoro-4-isopropoxyphenyl)-2-[(4S)-2,2,4-trimethylpyrrolidin-1-yl]pyridin-3-carboxamid NC1=CC=CC(=N1)S(=O)(=O)NC(=O)C=1C(=NC(=CC1)C1=CC(=C(C(=C1)F)OC(C)C)F)N1C(C[C@@H](C1)C)(C)C